3-(4-(3,5-dimethylisoxazol-4-yl)-5-methyl-6-(5H-pyrrolo[3,4-d]pyrimidin-6(7H)-yl)pyrimidin-2-yl)-4-(trifluoromethyl)phenol CC1=NOC(=C1C1=NC(=NC(=C1C)N1CC=2N=CN=CC2C1)C=1C=C(C=CC1C(F)(F)F)O)C